N(=[N+]=[N-])CC[C@@H](C(=O)O)NC(CCCCCCCCCCCCCCC(=O)OC(C)(C)C)=O (S)-4-azido-2-(16-(tert-butoxy)-16-oxohexadecanoylamino)butanoic acid